2-((4S)-6-(4-CHLOROPHENYL)-1-METHYL-4H-BENZO[C]ISOXAZOLO[4,5-E]AZEPIN-4-YL)ACETAMIDE ClC1=CC=C(C=C1)C1=N[C@H](C2=C(C3=C1C=CC=C3)C(=NO2)C)CC(=O)N